ethyl ((1-(1-(cis-4-isopropylcyclohexyl)piperidin-4-yl)-3-(pyrrolidin-1-ylmethyl)-1H-indol-2-yl)methyl)carbamate C(C)(C)[C@H]1CC[C@H](CC1)N1CCC(CC1)N1C(=C(C2=CC=CC=C12)CN1CCCC1)CNC(OCC)=O